2-(2-methoxy-4-(4-(4-methylpiperazin-1-yl)piperidin-1-yl)phenyl)pyrimidine-2,4-diamine COC1=C(C=CC(=C1)N1CCC(CC1)N1CCN(CC1)C)C1(NC=CC(=N1)N)N